CN1CCN(CCC1)CC(=O)O 2-(4-methyl-1,4-diazepan-1-yl)acetic acid